tert-Butyl ((1R,3R)-3-((3-bromo-4-methoxypyridin-2-yl)oxy)cyclopentyl)(methyl)carbamate BrC=1C(=NC=CC1OC)O[C@H]1C[C@@H](CC1)N(C(OC(C)(C)C)=O)C